FC1=C(C(=CC=C1)F)C=1C=2C=3CCC=CCC3SC2NC([C@@H](N1)C)=O (5S)-3-(2,6-difluorophenyl)-5-methyl-9-thia-4,7-diazatricyclo[8.5.0.02,8]pentadec-1(10),2(8),3,12-tetraen-6-one